ClC=1C=C(C=C(C1F)Cl)C1(CC(=NO1)N1CC2=C(C1)C=C(S2)C(=O)NCCC)C(F)(F)F 5-(5-(3,5-dichloro-4-fluorophenyl)-5-(trifluoromethyl)-4,5-dihydroisoxazol-3-yl)-N-propyl-5,6-dihydro-4H-thieno[2,3-c]pyrrole-2-carboxamide